6-(1-(tetrahydro-2H-pyran-2-yl)-1H-pyrazol-4-yl)-1H-indazole O1C(CCCC1)N1N=CC(=C1)C1=CC=C2C=NNC2=C1